ClC=1C(=C(C2=C(N(CCO2)CCC2=CC=CC=C2)C1)C(=O)O)OC 6-chloro-7-methoxy-4-(2-phenylethyl)-3,4-dihydro-2H-1,4-benzoxazine-8-carboxylic acid